1-(5-(5-cyano-4-(thiazol-2-yl)thiazol-2-ylcarbamoyl)pyridin-2-yl)piperidine-4-carboxylic acid methyl ester COC(=O)C1CCN(CC1)C1=NC=C(C=C1)C(NC=1SC(=C(N1)C=1SC=CN1)C#N)=O